N1C(C1)C1=C(C=2C3C(C(OC2C=C1CCCCC)(C)C)CCC(=C3)C)O 2-(aziridin-2-yl)-6,6,9-trimethyl-3-pentyl-6a,7,8,10a-tetrahydro-6H-benzo[c]chromen-1-ol